[Cl-].C(=O)(C(=C)C)NCCC[N+](C)(C)CCCCCCCCCCCC methacrylaminopropyl-lauryl-dimethyl-ammonium chloride